(R)-6-Chloro-3-((1-(3,6-dimethyl-2-(4-(methylsulfonyl)piperazin-1-yl)-4-oxo-3,4-dihydroquinazolin-8-yl)ethyl)amino)picolinic acid ClC1=CC=C(C(=N1)C(=O)O)N[C@H](C)C=1C=C(C=C2C(N(C(=NC12)N1CCN(CC1)S(=O)(=O)C)C)=O)C